trans-tert-Butyl (3-(2-chloro-5-(2,2-dichloro-3-(3,5-dichlorophenyl)cyclopropane-1-carboxamido)benzamido)phenyl)(methyl)carbamate ClC1=C(C(=O)NC=2C=C(C=CC2)N(C(OC(C)(C)C)=O)C)C=C(C=C1)NC(=O)[C@@H]1C([C@H]1C1=CC(=CC(=C1)Cl)Cl)(Cl)Cl